1-(((3S)-1-(((2S)-2-(3-fluorophenyl)-1-azetidinyl)sulfonyl)-3-piperidinyl)carbonyl)-N-(4-(trifluoromethyl)benzyl)-D-prolinamide FC=1C=C(C=CC1)[C@H]1N(CC1)S(=O)(=O)N1C[C@H](CCC1)C(=O)N1[C@H](CCC1)C(=O)NCC1=CC=C(C=C1)C(F)(F)F